FC(C1CCN(CC1)C(CCC)=O)(F)F (4-(trifluoromethyl)piperidin-1-yl)butan-1-one